CS(=O)(=NCC1=CC=C(C=C1)C1=NOC(=N1)C(F)(F)F)CC#C methyl(prop-2-yn-1-yl)((4-(5-(trifluoromethyl)-1,2,4-oxadiazol-3-yl)benzyl)imino)-λ6-sulfanone